COC1=C(CNC2=NC=3C(=CC=CC3C=3N2N=C(N3)C3CC(CN(C3)C(=O)[O-])(F)F)OC)C=CC(=C1)OC 5-(5-((2,4-dimethoxybenzyl)amino)-7-methoxy-[1,2,4]triazolo[1,5-c]quinazolin-2-yl)-3,3-difluoropiperidine-1-carboxylate